N[C@@H]1C2=CC=CC=C2CC12CCN(CC2)C=2NC(C1=C(N2)NN=C1C1(CC1)C=1SC=CN1)=O (S)-6-(1-amino-1,3-dihydrospiro[indene-2,4'-piperidine]-1'-yl)-3-(1-(thiazol-2-yl)cyclopropyl)-1,5-dihydro-4H-pyrazolo[3,4-d]pyrimidin-4-one